vinyl-3-butyl-imidazole bromide [Br-].C(=C)C1=NC=CN1CCCC